4-{[3-methoxy-4-(1-methyl-1H-1,2,4-triazol-3-yl)pyridin-2-yl]amino}-6-[(6-methoxypyridin-2-yl)amino]-N-(2H3)methylpyridazine-3-carboxamide COC=1C(=NC=CC1C1=NN(C=N1)C)NC1=C(N=NC(=C1)NC1=NC(=CC=C1)OC)C(=O)NC([2H])([2H])[2H]